C(C1=CC=CC=C1)OC=1C=C(C=CC1OCC1=CC=CC=C1)C(C(=O)OCC)(C=O)N(CC1=CC=CC=C1)CC1=CC=CC=C1 ethyl (3,4-bis(benzyloxy) phenyl)-2-dibenzylamino-3-oxopropanoate